18-methyl-11-methyleneestra-3,5-dien-17β-ol CC[C@@]12[C@H](CC[C@H]1[C@@H]1CC=C3C=CCC[C@@H]3[C@H]1C(C2)=C)O